1-(7-((S)-1-(4-chlorobenzyl)piperidin-3-yl)-2-methylpyrazolo[1,5-a]pyrimidin-3-yl)-N-(((S)-tetrahydrofuran-3-yl)methyl)methanamine ClC1=CC=C(CN2C[C@H](CCC2)C2=CC=NC=3N2N=C(C3CNC[C@H]3COCC3)C)C=C1